4,5-dihydro-1,3-thiazol-2-amine S1C(=NCC1)N